3-fluoro-5-((4-methoxy-2-methyl-1,1-dioxido-3-oxo-2,3-dihydrobenzo[d]isothiazol-5-yl)oxy)benzonitrile FC=1C=C(C#N)C=C(C1)OC=1C=CC2=C(C(N(S2(=O)=O)C)=O)C1OC